2-amino-5-(butylamino)-N-(4,5-dimethylthiazol-2-yl)benzamide NC1=C(C(=O)NC=2SC(=C(N2)C)C)C=C(C=C1)NCCCC